1,2-dioleoyloxy-3-(trimethylammonio)propane fluorine [F].C(CCCCCCC\C=C/CCCCCCCC)(=O)OCC(C[N+](C)(C)C)OC(CCCCCCC\C=C/CCCCCCCC)=O